ClC1=CC(=C(C=C1)NC(=O)C=1N(C2=CC=C(C=C2C1)NC(C1=C(C=CC(=C1)CNC(C(C)C)=O)Cl)=O)C)C N-(4-chloro-2-methylphenyl)-5-(2-chloro-5-(isobutyrylaminomethyl)benzoylamino)-1-methyl-1H-indole-2-carboxamide